COC(=O)C1=C(C=NC=C1)NC[C@@H]1CCCC2=CC(=CC=C12)CC 3-({[(1R)-6-ethyl-1,2,3,4-tetrahydronaphthalen-1-yl]methyl}amino)pyridine-4-carboxylic acid methyl ester